C1=CC=CC=2C3=CC=CC=C3C(C12)B(O)O 9H-FLUOREN-9-YLBORONIC ACID